FC(OC1=C(C=C(C(=C1)F)[N+](=O)[O-])NC1=NC=CC(=N1)C1=CN(C2=CC=CC=C12)O)F 3-(2-((2-(difluoromethoxy)-4-fluoro-5-nitrophenyl)amino)pyrimidin-4-yl)-1H-indol-1-ol